5-((2-Chloroethyl)amino)-2-methyl-N-(2-(pyridin-2-yl)ethyl)benzenesulfonamide ClCCNC=1C=CC(=C(C1)S(=O)(=O)NCCC1=NC=CC=C1)C